tri(3,6-dioxepinyl)amine C=1(COC=COC1)N(C=1COC=COC1)C=1COC=COC1